C(C)(C)[C@H]1C(C[C@@H](CC1)C)(C(C)O)C(C)O 1,1'-((2s,5r)-2-isopropyl-5-methylcyclohexane-1,1-diyl)bis(ethan-1-ol)